CC=1N=C(C2=C(N1)C(=NC(=C2)N2CCN(CC2)C(C)=O)C)N[C@H](C)C2=C(C(=CC=C2)C(F)(F)F)C 1-{4-[2,8-dimethyl-4-({(1R)-1-[2-methyl-3-(trifluoromethyl)phenyl]ethyl}amino)pyrido[3,4-d]pyrimidin-6-yl]piperazin-1-yl}ethan-1-one